(R)-4-(2-(5-cyclopropyl-4,7-difluoro-3,3-dimethyl-2-oxoindolin-1-yl)acetamido)-3-fluorobutanoic acid C1(CC1)C=1C(=C2C(C(N(C2=C(C1)F)CC(=O)NC[C@@H](CC(=O)O)F)=O)(C)C)F